OC1=C(NC2=CC=CC=C12)O 3-hydroxyindolol